(R)-5-((dichlorophosphoryl)fluoromethyl)benzo[b]thiophene-2-carboxylic acid allyl ester C(C=C)OC(=O)C1=CC2=C(S1)C=CC(=C2)[C@H](F)P(=O)(Cl)Cl